BrCC1=CC=C2N=C(C(NC2=C1)=O)C(C)(F)F 7-(bromomethyl)-3-(1,1-difluoroethyl)quinoxalin-2(1H)-one